C(#C)C1=CC=C(CNC(=O)[C@H]2N(C[C@@H](C2)O)C([C@H](C(C)(C)C)NC(CCCCCCCO)=O)=O)C=C1 (2S,4R)-N-(4-ethynylbenzyl)-4-hydroxy-1-((S)-2-(8-hydroxyoctanamido)-3,3-dimethylbutanoyl)pyrrolidine-2-carboxamide